CC1=CC=C(S1)N1C(=NN=C1C=1SC=CN1)C1CC(C1)NC(OC(C)(C)C)=O tert-butyl ((1r,3r)-3-(4-(5-methylthiophen-2-yl)-5-(thiazol-2-yl)-4H-1,2,4-triazol-3-yl)cyclobutyl)carbamate